C1(=CC=CC=C1)C(C1=CC=CC=C1)=NC(C#N)CC=1SC2=C(C1)C=C(C=C2)C=2C=CC1=C(N(C(O1)=O)C)C2 2-[(diphenylmethylidene)amino]-3-[5-(3-methyl-2-oxo-1,3-benzoxazol-5-yl)-1-benzothiophen-2-yl]propanenitrile